N-(3-aminopropyl)-N-octyl-1,3-diaminopropane NCCCN(CCCN)CCCCCCCC